benzyl 4-(3-(2-(1,8-naphthyridin-2-yl) vinyl) azetidin-1-yl)-2-(((benzyloxy) carbonyl) amino)-4-oxobutanoate N1=C(C=CC2=CC=CN=C12)C=CC1CN(C1)C(CC(C(=O)OCC1=CC=CC=C1)NC(=O)OCC1=CC=CC=C1)=O